2-(2-methoxy-4-nitrophenyl)-3-(4-nitrophenyl)-5-(2,4-disulfophenyl)-2H-tetrazolium, monosodium salt [Na+].COC1=C(C=CC(=C1)[N+](=O)[O-])N1[NH2+]C(=NN1C1=CC=C(C=C1)[N+](=O)[O-])C1=C(C=C(C=C1)S(=O)(=O)O)S(=O)(=O)O